COC1=CC=C(C=N1)C(CC(=O)O)N1N=CC2=CC(=CC=C12)CCCC1=NC=2NCCCC2C=C1 3-(6-methoxypyridin-3-yl)-3-(5-(3-(5,6,7,8-tetrahydro-1,8-naphthyridin-2-yl)propyl)-1H-indazol-1-yl)propionic acid